FC1=C(C(=CC=2C=3N(CCOC21)C=NC3)C(=O)NC3CCC(CC3)OCC(F)(F)F)F 8,9-Difluoro-N-((1r,4r)-4-(2,2,2-trifluoroethoxy)cyclohexyl)-5,6-dihydrobenzo[f]imidazo[1,5-d][1,4]oxazepine-10-carboxamide